FC(S(=O)(=O)[C-](S(=O)(=O)C(F)(F)F)S(=O)(=O)C(F)(F)F)(F)F tris(trifluoromethane-sulfonyl)methanide